ClC1=CC=C(C=C1)NC(C1=CC(=C(C=C1)N(C(=O)NCCC1=CC=CC=C1)CCN1CCOCC1)C)=O N-(4-chlorophenyl)-3-methyl-4-{1-[2-(4-morpholinyl)ethyl]-3-phenethylureido}benzamide